NC1=C(C(=NN1C1=C(C=C(C=C1)F)F)C1=CC=C(C=C1)CNC(C1=C(C=CC=C1)OC)=O)C#N N-[[4-[5-amino-4-cyano-1-(2,4-difluorophenyl)pyrazol-3-yl]phenyl]methyl]-2-methoxy-benzamide